1-methylpiperidin-4-yl 4-(((6-(isoindolin-2-ylmethyl)-4-oxo-4H-pyran-3-yl)oxy)methyl)piperidine-1-carboxylate C1N(CC2=CC=CC=C12)CC1=CC(C(=CO1)OCC1CCN(CC1)C(=O)OC1CCN(CC1)C)=O